FC(C=1C=C(C=CC1)[C@H](CCNC)CCN1CCCCC1)F (R)-3-(3-(difluoromethyl)phenyl)-N-methyl-5-(piperidin-1-yl)pentan-1-amine